((4-(5-phenyl-4H-1,2,4-triazol-3-yl)-2-(trifluoromethyl)phenyl)sulfonyl)morpholine C1(=CC=CC=C1)C=1NC(=NN1)C1=CC(=C(C=C1)S(=O)(=O)N1CCOCC1)C(F)(F)F